[Cl-].OC1=NC2=CC=CC=C2C=C1 hydroxyquinoline chloride